C1(CC1)S(=O)(=N)C1=CC(=C(C(=O)NC2=NC(=NC(=C2)C)N2CCC(CC2)(F)F)C=C1)N1CCC2(CC2)CC1 4-(cyclopropanesulfonimidoyl)-N-(2-(4,4-difluoropiperidin-1-yl)-6-methylpyrimidin-4-yl)-2-(6-azaspiro[2.5]octan-6-yl)benzamide